(6-oxo-2-oxa-7-azaspiro[4.4]non-7-yl)carbamic acid tert-butyl ester C(C)(C)(C)OC(NN1C(C2(CCOC2)CC1)=O)=O